C(#N)/C(/C(=O)O)=C\C=1SC(=CC1)C=1C=C2CCCN(C2=CC1)CCC(=O)OC (E)-2-cyano-3-(5-(1-(3-methoxy-3-oxopropyl)-1,2,3,4-tetrahydroquinolin-6-yl)thiophen-2-yl)acrylic acid